The molecule is a member of the class of thienopyridines that is 2-acetoxy-4,5,6,7-tetrahydrothieno[3,2-c]pyridine in which the amino hydrogen is replaced by a 2-cyclopropyl-1-(2-fluorophenyl)-2-oxoethyl group. It is an acetate ester, a member of cyclopropanes, a ketone, a member of monofluorobenzenes, a tertiary amino compound and a thienopyridine. CC(=O)OC1=CC2=C(S1)CCN(C2)C(C3=CC=CC=C3F)C(=O)C4CC4